C(C)(C)C1=CC(=NN1C)C1=NN(C=N1)C1=C(N=CN1C)[N+](=O)[O-] 3-(5-isopropyl-1-methyl-1H-pyrazol-3-yl)-1-(1-methyl-4-nitro-1H-imidazol-5-yl)-1H-1,2,4-triazole